1,2,3,4-tetrazole-5-carboxamide N1N=NN=C1C(=O)N